3-((R)-4-amino-6-(((1s,3S)-3-methoxycyclobutyl)(methyl)amino)pyrido[3,4-d]pyrimidin-8-yl)-2,4-dimethylphenol NC=1C2=C(N=CN1)C(=NC(=C2)N(C)C2CC(C2)OC)C=2C(=C(C=CC2C)O)C